C(=C)[Si](C(=O)O)(C(=O)O)C(=O)O Vinyltricarboxysilane